2-((1-((3-(4-(2-(isobutylthio)phenoxy)-3-(trifluoromethyl)phenyl)-1,2,4-oxadiazol-5-yl)methyl)-4-methyl-2,5-dioxoimidazolidin-4-yl)methyl)isoindoline-1,3-dione C(C(C)C)SC1=C(OC2=C(C=C(C=C2)C2=NOC(=N2)CN2C(NC(C2=O)(C)CN2C(C3=CC=CC=C3C2=O)=O)=O)C(F)(F)F)C=CC=C1